ClC1=NC=CC=C1[C@@H]1[C@@H](C[C@@]2(CCCN12)C(=O)OC(C)(C)C)CO tert-butyl (2R,3S,7aS)-3-(2-chloropyridin-3-yl)-2-(hydroxymethyl)tetrahydro-1H-pyrrolizine-7a(5H)-carboxylate